CC1=NOC(=C1C=1C=C2C(=NC1)N(C=C2C2=C(C=C(C(=O)O)C=C2)OC(F)(F)F)C2=NC=CC=C2F)C 4-(5-(3,5-dimethylisoxazol-4-yl)-1-(3-fluoropyridin-2-yl)-1H-pyrrolo[2,3-b]pyridin-3-yl)-3-(trifluoromethoxy)benzoic acid